FC([C@@H](C1=CC=C(C=C1)F)N1N=CC(=C1)C1=C(C(=CC=C1)B1OC(C(O1)(C)C)(C)C)F)(C)F (R)-1-(2,2-difluoro-1-(4-fluorophenyl)propyl)-4-(2-fluoro-3-(4,4,5,5-tetramethyl-1,3,2-dioxaborolan-2-yl)phenyl)-1H-pyrazole